(4-bromo-3-((3-(methylsulfonylmethyl)phenoxy)methyl)phenyl)acetic acid methyl ester COC(CC1=CC(=C(C=C1)Br)COC1=CC(=CC=C1)CS(=O)(=O)C)=O